CC=1C=C(C=CC1OC1=CC2=C(N(C=N2)C)C=C1)C1=NC=C(C=N1)C1(N=COC1)N 4-((3-methyl-4-((1-methyl-1H-benzo[d]imidazol-5-yl)oxy)phenyl)pyrimidin-5-yl)oxazol-4-amine